7-bromo-tert-butyl-1-oxo-3,4-dihydroisoquinoline-2(1H)-carboxylic acid tert-butyl ester C(C)(C)(C)OC(=O)N1C(C2=CC(=CC=C2CC1C(C)(C)C)Br)=O